{4-[(5-Bromo-thiophen-2-ylmethyl)-amino]-phenyl}-carbamic acid propyl ester C(CC)OC(NC1=CC=C(C=C1)NCC=1SC(=CC1)Br)=O